N-(4b-hydroxy-7-isopropyl-4-nitro-10-oxo-9b,10-dihydro-4bH-indeno[1,2-b]benzofuran-9b-yl)-2-oxo-2-phenyl-acetamide OC12OC3=C(C1(C(C1=CC=CC(=C12)[N+](=O)[O-])=O)NC(C(C1=CC=CC=C1)=O)=O)C=CC(=C3)C(C)C